3-bromo-5,6-dinitro-1-trityl-1H-indazole BrC1=NN(C2=CC(=C(C=C12)[N+](=O)[O-])[N+](=O)[O-])C(C1=CC=CC=C1)(C1=CC=CC=C1)C1=CC=CC=C1